Cl.CC1CCC(CC1)NC(C(C)(C)C)=O N-((1s,4R)-4-methylcyclohexyl)trimethyl-acetamide hydrochloride